(R)-4-(1-((3,5-bis(trifluoromethyl)phenyl)sulfonyl)-N-((5-cyclohexylpyrazin-2-yl)methyl)azetidine-2-carboxamido)-2-hydroxybenzoic acid FC(C=1C=C(C=C(C1)C(F)(F)F)S(=O)(=O)N1[C@H](CC1)C(=O)N(CC1=NC=C(N=C1)C1CCCCC1)C1=CC(=C(C(=O)O)C=C1)O)(F)F